FC=1C=C2C(=NNC2=CC1OCCOC)C1=CC(=NO1)C1=CC=C(C=C1)C1C(CN(CC1)C)(C)C 5-Fluoro-6-(2-methoxyethoxy)-3-{3-[4-(1,3,3-trimethylpiperidin-4-yl)-phenyl]-isoxazol-5-yl}-1H-indazol